C(C1=CC=CC=C1)OC(=O)N1CCC(CC1)OC 4-methoxy-piperidine-1-carboxylic acid benzyl ester